3-(propane-1-sulfonamido)benzene C(CC)S(=O)(=O)NC=1C=CC=CC1